2-ETHOXY-4-HYDROXYBUTANOIC ACID C(C)OC(C(=O)O)CCO